isopropyl (trans-4-(5-(2-(N-(tert-butyl)sulfamoyl)-4-(1H-pyrazol-3-yl)phenyl)thiazol-2-yl)cyclohexyl)carbamate C(C)(C)(C)NS(=O)(=O)C1=C(C=CC(=C1)C1=NNC=C1)C1=CN=C(S1)[C@@H]1CC[C@H](CC1)NC(OC(C)C)=O